(S)-1-(((R)-tert-butylsulfinyl)amino)-4-methyl-1,3-dihydrospiro[indene-2,4'-piperidine]-1'-carboxylic acid tert-butyl ester C(C)(C)(C)OC(=O)N1CCC2(CC1)[C@@H](C1=CC=CC(=C1C2)C)N[S@](=O)C(C)(C)C